tert-butyl (endo)-5-((3-amino-7-bromo-6-chloro-2-(3-(dimethylamino)azetidin-1-yl)-8-fluoroquinolin-4-yl)amino)-2-azabicyclo[2.1.1]hexane-2-carboxylate NC=1C(=NC2=C(C(=C(C=C2C1NC1C2CN(C1C2)C(=O)OC(C)(C)C)Cl)Br)F)N2CC(C2)N(C)C